tert-butyl (S)-4-hydroxy-3,3-dimethyl-4-((2-oxo-4-phenylpyridin-1(2H)-yl)methyl)piperidine-1-carboxylate O[C@@]1(C(CN(CC1)C(=O)OC(C)(C)C)(C)C)CN1C(C=C(C=C1)C1=CC=CC=C1)=O